NC=1C(=CC(=C(C(=O)NCC2=CC(=CC=C2)C=2SC=CN2)C1)OCC)C 5-amino-2-ethoxy-4-methyl-N-(3-(thiazol-2-yl)benzyl)benzamide